FC=1C=C2C(C(=CN(C2=C(C1N1[C@H](CCC1)COC1=NC=CC=C1C)F)C1=C(C=C(C=C1)O)F)C(=O)O)=O 6,8-difluoro-1-(2-fluoro-4-hydroxyphenyl)-7-[(2R)-2-[[(3-methylpyridin-2-yl)oxy]methyl]pyrrolidin-1-yl]-4-oxoquinoline-3-carboxylic acid